C(#N)[C@H]1N(CCC1)C(CN1C[C@H](CC1)OC1=C(C(=O)NC2=CC=CC=C2)C=CC=C1)=O 2-(((S)-1-(2-((S)-2-cyanopyrrolidin-1-yl)-2-oxoethyl)pyrrolidin-3-yl)oxy)-N-phenylbenzamide